5-(6-(4-cyclopropyl-4H-1,2,4-triazol-3-yl)pyridin-2-yl)-2-methyl-4,5-dihydro-6H-thieno[2,3-c]pyrrol-6-one C1(CC1)N1C(=NN=C1)C1=CC=CC(=N1)N1C(C2=C(C1)C=C(S2)C)=O